ClC1=CC(=C(C=C1)C1=NC(=CC=2C1=NC=C(N2)C)N2C[C@@H](OCC2)C2=CC(=NC=C2)OC)F 5-(4-chloro-2-fluorophenyl)-7-((2S)-2-(2-methoxy-4-pyridyl)-4-morpholinyl)-2-methylpyrido[3,4-b]pyrazine